C1(CC1)C1=C(C(=NO1)C1=C(C=CC=C1F)F)C(=O)OC1C[C@H]2CC[C@@H](C1)N2C=2SC1=C(N2)C(=CC(=C1)C(=O)O)F 2-[(1R,3R,5S)-3-[[5-cyclopropyl-3-(2,6-difluorophenyl)-1,2-oxazol-4-yl]carbonyloxy]-8-azabicyclo[3.2.1]octan-8-yl]-4-fluoro-1,3-benzothiazole-6-carboxylic acid